8-(sec-butyl)-5,6,7,8-tetrahydroquinoline C(C)(CC)C1CCCC=2C=CC=NC12